(R)-5-(2-amino-1-hydroxyethyl)-4-methoxyisobenzofuran-1(3H)-one NC[C@H](O)C=1C(=C2COC(C2=CC1)=O)OC